N-(3-bromophenyl)-3,4-dimethoxybenzamide BrC=1C=C(C=CC1)NC(C1=CC(=C(C=C1)OC)OC)=O